C(C)(C)(C)N1N=C(C=C1NC(CC=1C=NNC1)=O)[C@@H]1C[C@@H](CC1)OC(NC(C)C)=O 4-[2-[[2-tert-butyl-5-[(1S,3R)-3-(isopropylcarbamoyloxy)cyclopentyl]pyrazol-3-yl]amino]-2-oxo-ethyl]pyrazol